iodocopper I[Cu]